NCC=1C=C(C=CC1)C=1C=CC2=C(C(=C(O2)C2CC2)COC2=C(C=CC=C2)CC(=O)O)C1 2-(2-((5-(3-(aminomethyl)phenyl)-2-cyclopropylbenzofuran-3-yl)methoxy)phenyl)acetic acid